N-(benzylsulfonyl)-4-(2-methoxy-6-(trifluoromethyl)phenyl)-5-(6-methoxypyridin-2-yl)-4H-1,2,4-triazole C(C1=CC=CC=C1)S(=O)(=O)N1N=CN(C1C1=NC(=CC=C1)OC)C1=C(C=CC=C1C(F)(F)F)OC